6-(4-chlorophenyl)-N-[(2R)-2,3-dihydroxypropyl]-3-oxo-2-(pyridin-3-yl)-2,3-dihydropyridazine-4-carboxamide ClC1=CC=C(C=C1)C=1C=C(C(N(N1)C=1C=NC=CC1)=O)C(=O)NC[C@H](CO)O